(1r,4r)-benzyl 4-(8-(5-cyclopropyl-2-ethoxy-4-(5-fluoropyridin-2-yl)benzyl)-2-oxo-1-oxa-3,8-diazaspiro[4.5]decan-3-yl)-1-methylcyclohexanecarboxylate C1(CC1)C=1C(=CC(=C(CN2CCC3(CN(C(O3)=O)C3CCC(CC3)(C(=O)OCC3=CC=CC=C3)C)CC2)C1)OCC)C1=NC=C(C=C1)F